C(C)(C)(C)NS(=O)(=O)C1=CC=C(C=C1)NC([C@@H](CC1COC1)NC(C1=CC=C(C=C1)F)=O)=O (R)-N-(1-((4-(N-(tert-butyl)sulfamoyl)phenyl)amino)-3-(oxetan-3-yl)-1-oxopropan-2-yl)-4-fluorobenzamide